C1(CC1)C=1C(=C2C=NC(=NN2C1C(C)C)N[C@H]1[C@@H](COCC1)O)F (3S,4R)-4-((6-cyclopropyl-5-fluoro-7-isopropylpyrrolo[2,1-f][1,2,4]triazin-2-yl)amino)tetrahydro-2H-pyran-3-ol